CCCCCCC=1NC=CC1 5-methylpentylpyrrole